P(O)(O)=O.P(O)(O)=O.C(C)(C)(C)C1=C(C=CC(=C1)C(C)(C)C)C1=CC=C(C=C1)C1=CC=CC=C1 (2,4-di-tert-butylphenyl-4,4-biphenyl) bisphosphonate